C(=C)C1=CC=C(CC(CCCCCCCCCCCC2=NNC(=N2)N)C2=NNC(=N2)N)C=C1 1-(4-vinylbenzyl)-3,3'-dodecamethylenebis(5-amino-1H-1,2,4-triazole)